C(C)(C)(C)OC(=O)N1CC2(C1)CC(C2)CN2N=CC(=N2)C(F)(F)F.CN(C(C(=O)C2=CC=C(C=C2)N2CCOCC2)(CC)CC2=CC=C(C=C2)C)C 2-(dimethylamino)2-(4-methylbenzyl)1-(4-morpholinophenyl)butane-1-one tert-Butyl-6-[[4-(trifluoromethyl)triazol-2-yl]methyl]-2-azaspiro[3.3]heptane-2-carboxylate